C(CCCCCCC)C1N2C(OCC2(CO1)CO)CCCCCCCC 1-aza-3,7-dioxa-2,8-dioctyl-5-hydroxymethyl-bicyclo[3.3.0]octane